C(C1=CC=CC=C1)OC(=O)NC1CCN(CC1)CCCCOC1CCN(CC1)C(=O)OC(C)(C)C tert-butyl 4-[4-[4-(benzyloxycarbonylamino)-1-piperidyl]butoxy]piperidine-1-carboxylate